C1(=CC=CC=C1)CCCC(=O)NCCOC1=CC=C2CCC3(C2=C1)CCC(CC3)C(=O)O 6'-[2-(4-phenylbutanamido)ethoxy]-2',3'-dihydrospiro[cyclohexane-1,1'-indene]-4-carboxylic acid